3-(3-((8-(diethylamino)octyl)amino)phenyl)piperidine-2,6-dione C(C)N(CCCCCCCCNC=1C=C(C=CC1)C1C(NC(CC1)=O)=O)CC